[I-].[I-].[NH+]1=CC=CC2=CC=CC=C12.[NH+]1=CC=CC2=CC=CC=C12 quinolinium diiodide